C(CCCCCCCCC(=O)N)CCCCCCCC(=O)N ethylenebis(octanoamide)